BrC1=CC=C2C=CN(C2=C1OC)CC(C)(F)F 6-Bromo-1-(2,2-difluoropropyl)-7-methoxy-1H-indole